F[C@@H]1[C@@H](C=2C(=C(SC2S(=O)(=O)C)N2C=CC3=CC=CC=C23)C1)O (4R,5S)-5-fluoro-1-(indol-1-yl)-3-(methylsulfonyl)-5,6-dihydro-4H-cyclopenta[c]thiophen-4-ol